CC(CO)(C(C(CC)C)O)C=C 2,4-dimethyl-2-vinylhexane-1,3-diol